C(C)(=O)N1[C@H]([C@@H]([C@H](C2=CC(=CC=C12)N1CCN(CC1)C(=O)OC(C)(C)C)NC1=CC=CC=C1)C)C1CC1 |r| rac-tert-Butyl 4-((2S,3R,4R)-1-acetyl-2-cyclopropyl-3-methyl-4-(phenylamino)-1,2,3,4-tetrahydroquinolin-6-yl)piperazine-1-carboxylate